FC(CCC=1OC(=CN1)C=1C=CC(=NC1C1=CC=2N(C=C1)C=C(N2)C)C#N)(C)C 5-(2-(3-fluoro-3-methylbutyl)oxazol-5-yl)-6-(2-methylimidazo[1,2-a]pyridin-7-yl)picolinonitrile